Bis(oxalic acid) lithium borate B([O-])([O-])[O-].[Li+].C(C(=O)O)(=O)O.C(C(=O)O)(=O)O.[Li+].[Li+]